[2-(3,4-epoxycyclohexyl)ethyl]-pentamethylcyclotrisiloxane C1(CC2C(CC1)O2)CC[Si]2(O[Si](O[Si](O2)(C)C)(C)C)C